(3-(Cyclopropylsulfonyl)-4-((1-(methylsulfonyl)piperidin-4-yl)methoxy)-phenyl)methanol C1(CC1)S(=O)(=O)C=1C=C(C=CC1OCC1CCN(CC1)S(=O)(=O)C)CO